octahydroxy-5,5'-diacetyltrityl-triphenylmethane OC1=C(C(=C(C(=C1C(C1=C(C(=C(C(=C1O)C(C)=O)O)O)O)(C1=CC=CC=C1)C(C1=CC=CC=C1)(C1=CC=CC=C1)C1=CC=CC=C1)O)O)O)C(C)=O